NCCCC(CCCCN)N 1,4,8-triaminooctane